NC=1C=2N(C=CN1)C(=NC2C2=CC=C(C(=O)NC1=NC=CC=C1)C=C2)[C@H]2N(CCC2)C(CCC2=CC=C(C=C2)CCSC2=C1C(N(C(C1=CC=C2)=O)C2C(NC(CC2)=O)=O)=O)=O 4-(8-amino-3-((2S)-1-(3-(4-(2-((2-(2,6-dioxopiperidin-3-yl)-1,3-diOxoisoindoline-4-yl)thio)ethyl)phenyl)propionyl)pyrrolidin-2-yl)imidazo[1,5-a]pyrazin-1-yl)-N-(Pyridin-2-yl)benzamide